3-(2-(2-(2-((2-(2,6-dioxopiperidin-3-yl)-1,3-dioxoisoindolin-4-yl)oxy)acetamido)ethoxy)ethoxy)-N-(3-(pyridin-2-yl)azetidin-3-yl)propanamide O=C1NC(CCC1N1C(C2=CC=CC(=C2C1=O)OCC(=O)NCCOCCOCCC(=O)NC1(CNC1)C1=NC=CC=C1)=O)=O